4,5-dichlorophthalic acid diglycidyl ester C(C1CO1)OC(C=1C(C(=O)OCC2CO2)=CC(=C(C1)Cl)Cl)=O